1,3,6,8-tetramethyl-9H-carbazole CC1=CC(=CC=2C3=CC(=CC(=C3NC12)C)C)C